6-(2,6-dichlorophenyl)-2-((6-(2-(1,1-dioxidothiomorpholino)ethoxy)-5-(1H-tetrazol-5-yl)pyridazin-3-yl)amino)-8-methylpyrido[2,3-d]pyrimidin-7(8H)-one ClC1=C(C(=CC=C1)Cl)C1=CC2=C(N=C(N=C2)NC=2N=NC(=C(C2)C2=NN=NN2)OCCN2CCS(CC2)(=O)=O)N(C1=O)C